benzyl (3S,6S,8S,9S,10aR)-6-((S)-2-((tert-butoxycarbonyl) (methyl) amino) propanamido)-8-hydroxy-9-methyl-5-oxodecahydropyrrolo[1,2-a]azocine-3-carboxylate C(C)(C)(C)OC(=O)N([C@H](C(=O)N[C@H]1C[C@@H]([C@H](C[C@@H]2N(C1=O)[C@@H](CC2)C(=O)OCC2=CC=CC=C2)C)O)C)C